2-(2H-1,3-benzodioxol-5-yl)-4,4,5,5-tetramethyl-1,3,2-dioxaborolane O1COC2=C1C=CC(=C2)B2OC(C(O2)(C)C)(C)C